4-(pyridin-2-yldithio)-butyric acid N1=C(C=CC=C1)SSCCCC(=O)O